C1(CC1)S1(N[Se]C2=C1C=CC=C2)=O 1-cyclopropylbenzo[d][1,3,2]thiaselenazol-1-one